calcium-magnesium-calcium-zirconium [Zr].[Ca].[Mg].[Ca]